3-(4-formyl-cyclohexyl)-propanal C(=O)C1CCC(CC1)CCC=O